CN(C=1C=C(C=CC1)C(=O)C1CN(CCC1)CCC)C [3-(dimethylamino)phenyl]-(1-propyl-3-piperidinyl)methanone